C(C1=CC=CC=C1)OC(=O)N[C@H](C(=O)O)[C@@H]1CC[C@H](CC1)C trans-(2S)-2-(benzyloxycarbonylamino)-2-(4-methylcyclohexyl)acetic acid